C(=O)(O)C1=C(OC(C(F)(F)F)(C(F)(F)F)OC2=C(C(=CC=C2)C(=O)O)C(=O)O)C=CC=C1C(=O)O 2,2-bis(2,3-dicarboxyphenoxy)hexafluoropropane